FC1=C(CN2C(C=CC3=C2N=C(N=C3)N[C@@H](C)C3=CC=C(C=C3)C(=O)N3CCC(CC3)(F)F)=O)C(=CC=C1)F 8-(2,6-difluorobenzyl)-2-{[(1S)-1-{4-[(4,4-difluoropiperidin-1-yl)carbonyl]phenyl}ethyl]amino}pyrido[2,3-d]pyrimidin-7(8H)-one